4-(2-acrylamidoethyl)-carbamoyl-3-fluorophenylboronic acid C(C=C)(=O)NCCC1=C(C(=C(C=C1)B(O)O)C(N)=O)F